phenylaminomethyl-trimethyl-(ethoxy)silane C1(=CC=CC=C1)NCC[Si](OCC)(C)C